succinic acid di-potassium salt [K+].[K+].C(CCC(=O)[O-])(=O)[O-]